(R)-4-(((2-ammonio-3-(1-methyl-1H-indol-3-yl)propanoyl)oxy)methyl)piperidin-1-ium methanesulfonate CS(=O)(=O)[O-].[NH3+][C@@H](C(=O)OCC1CC[NH2+]CC1)CC1=CN(C2=CC=CC=C12)C.CS(=O)(=O)[O-]